Divinylbenzyl-fluorene tert-butyl-N-[amino[2-(2-hydroxypropan-2-yl)-1,3-thiazol-5-yl]oxo-λ6-sulfanylidene]carbamate C(C)(C)(C)OC(N=S(=O)(C1=CN=C(S1)C(C)(C)O)N)=O.C(=C)C=1C(=C(C=2CC3=CC=CC=C3C2C1)CC1=CC=CC=C1)C=C